ClC1=C(C(=O)NC[C@H]2CN(CC2)C(=O)OC(C)(C)C)C=CC(=C1)NC(=O)C=1N(C(=CN1)C=1C(=NN(C1)CC#C)C(F)(F)F)C tert-Butyl (S)-3-((2-chloro-4-(1-methyl-5-(1-(prop-2-yn-1-yl)-3-(trifluoromethyl)-1H-pyrazol-4-yl)-1H-imidazole-2-carboxamido)benzamido)methyl)pyrrolidine-1-carboxylate